CC=1N=C2N(C=C(C=C2C)NC(=O)N2CCC=3C2=NC=CC3N3CCN(C2(CC2)C3)C(=O)OC(C)(C)C)C1 tert-butyl 7-(1-((2,8-dimethylimidazo[1,2-a]pyridin-6-yl)carbamoyl)-2,3-dihydro-1H-pyrrolo[2,3-b]pyridin-4-yl)-4,7-diazaspiro[2.5]octane-4-carboxylate